(2S,3R,4R,5S)-1-(((1r,4S)-4-(1,1-difluoroethyl)cyclohexyl)methyl)-2-(hydroxymethyl)piperidine-3,4,5-triol FC(C)(F)C1CCC(CC1)CN1[C@H]([C@H]([C@@H]([C@H](C1)O)O)O)CO